9-(cyclopropylmethyl)-9H-carbazole-3-carboxylic acid C1(CC1)CN1C2=CC=CC=C2C=2C=C(C=CC12)C(=O)O